(-)-methyl 2,6-dimethyl-5-nitro-4(S)-[2-(trifluoromethyl)phenyl]-1,4-dihydropyridine-3-carboxylate CC=1NC(=C([C@H](C1C(=O)OC)C1=C(C=CC=C1)C(F)(F)F)[N+](=O)[O-])C